IC=1C=NC=CC1NC(OC(C)(C)C)=O tert-butyl (3-iodopyridin-4-yl)carbamate